methyl 2-(4-(3-(2,4-difluorophenyl)-4-oxo-3,4-dihydrophthalazin-1-yl)morpholin-2-yl)-2-methylpropionate FC1=C(C=CC(=C1)F)N1N=C(C2=CC=CC=C2C1=O)N1CC(OCC1)C(C(=O)OC)(C)C